N(=[N+]=[N-])CC1(OC2=C(C1)C=C(C=C2[C@@H](C)N[S@](=O)C(C)(C)C)F)CO[Si](C)(C)C(C)(C)C (R)-N-((1R)-1-(2-(azidomethyl)-2-(((tert-butyldimethylsilyl)oxy)methyl)-5-fluoro-2,3-dihydrobenzofuran-7-yl)ethyl)-2-methylpropan-2-sulfinamide